C(C)OC(\C=C\C(C)NC(=O)OC(C)(C)C)=O (E)-4-(tert-Butoxycarbonylamino)pent-2-enoic acid ethyl ester